C1(=CC=CC=C1)[C@@H](C)N |o1:6| (R) or (S)-1-phenylethylamine